ClC=1C=NN2C1N=CC(=C2)C#CC2=CN=CC=1[C@H]3N(C[C@@H](OC12)C3)C(C(C(F)F)(C)C)=O 1-((2S,5S)-9-((3-chloropyrazolo[1,5-a]pyrimidin-6-yl)ethynyl)-2,3-dihydro-2,5-methanopyrido[3,4-f][1,4]oxazepin-4(5H)-yl)-3,3-difluoro-2,2-dimethylpropan-1-one